NC=1C(=NON1)N1N=NC(=C1C(C)C)C(=O)O 1-(4-amino-1,2,5-oxadiazol-3-yl)-5-(propan-2-yl)-1H-1,2,3-triazole-4-carboxylic acid